1-(2-methoxyphenyl)-N-((2-methoxyphenyl)(4-(tributylsilyl)phenyl)phosphaneyl)-N-methyl-1-(4-(tributylsilyl)phenyl)phosphanamine COC1=C(C=CC=C1)P(N(C)P(C1=CC=C(C=C1)[Si](CCCC)(CCCC)CCCC)C1=C(C=CC=C1)OC)C1=CC=C(C=C1)[Si](CCCC)(CCCC)CCCC